sodium metabisulfite S(=O)(=O)([O-])S(=O)[O-].[Na+].[Na+]